5-[3-(dimethylamino)azetidin-1-yl]-2-methyl-N-[(1R)-1-[3-[2-(methylamino)-2-oxo-ethoxy]-5-(1-methylpyrazol-4-yl)phenyl]ethyl]benzamide CN(C1CN(C1)C=1C=CC(=C(C(=O)N[C@H](C)C2=CC(=CC(=C2)C=2C=NN(C2)C)OCC(=O)NC)C1)C)C